2-(4-(4-(benzyloxy)-3,5-dichlorophenyl)-3-methyl-2-oxo-6-(trifluoromethyl)-2,3-dihydro-1H-benzo[d]imidazol-1-yl)-N-(4-fluorophenyl)acetamide C(C1=CC=CC=C1)OC1=C(C=C(C=C1Cl)C1=CC(=CC=2N(C(N(C21)C)=O)CC(=O)NC2=CC=C(C=C2)F)C(F)(F)F)Cl